C(C)(C)(C)OC(NC1CCC(CC1)(O)CN1CC(CC1)C1=CC(=C2C=NN(C2=C1)C)C1=C(C=C(C=C1)F)C(N(C(C)C)CC)=O)=O N-[(1s,4s)-4-{[3-(4-{2-[ethyl(isopropyl)carbamoyl]-4-fluorophenyl}-1-methyl-1H-indazol-6-yl)pyrrolidin-1-yl]methyl}-4-hydroxycyclohexyl]carbamic acid tert-butyl ester